3-(1-methyl-3-(tetrahydro-2H-pyran-4-yl)-1H-indol-5-yl)-5,6,7,8-tetrahydrobenzo[4,5]thieno[2,3-d]pyrimidine-2,4(1H,3H)-dione CN1C=C(C2=CC(=CC=C12)N1C(NC2=C(C1=O)C1=C(S2)CCCC1)=O)C1CCOCC1